4-(3-(methylamino)azetidin-1-yl)-7,8-dihydro-6H-pyrimido[5,4-b][1,4]oxazin-2-amine CNC1CN(C1)C1=NC(=NC2=C1OCCN2)N